C(C1=CC=CC=C1)OC=1C(=C2CCC(OC2=C(C1C)C)(CCC=C(C)C)C)C 6-(benzyloxy)-2,5,7,8-tetramethyl-2-(4-methylpent-3-en-1-yl)chromane